7-methoxy-7-(o-tolyl)-2-azaspiro[3.5]nonan COC1(CCC2(CNC2)CC1)C1=C(C=CC=C1)C